C(CCCCCCC\C=C/CCCCCC)(=O)OCCCCCCCCCCCCCCCCCCCCCCCCCCCCCCC hentriacontyl palmitoleate